propan-1-thiol C(CC)S